C(C)(C)(C)[Si](OC[C@@H](C)NCC(=O)OCC)(C)C (R)-ethyl 2-((1-((tertbutyldimethylsilyl)oxy)propan-2-yl)amino)acetate